5,6-dihydro-4H-pyrrolo[1,2-b]pyrazol-3-amine N=1N2C(=C(C1)N)CCC2